3-cyano-2-fluorobenzoic acid ethyl ester C(C)OC(C1=C(C(=CC=C1)C#N)F)=O